N1=CC=C(C=C1)CCCNC(OC(C)(C)C)=O Tert-butyl N-[3-(4-pyridyl)propyl]carbamate